ClC1=CC=C(C=C1)C1=C(CCC(C1)(C)C)CN1C2CN(C(C1)CC2)CC=2C=C1C(N(C(C1=CC2)=O)N2C(NC(CC2)=O)=O)=O 5-((5-((4'-chloro-5,5-dimethyl-3,4,5,6-tetrahydro-[1,1'-biphenyl]-2-yl)methyl)-2,5-diazabicyclo[2.2.2]octan-2-yl)methyl)-2-(2,4-dioxotetrahydropyrimidine-1(2H)-yl)isoindoline-1,3-dione